COC(=O)C1N(C(N(C1)C(=O)C1CC(C1)CCCNC(=O)C=1NC=CN1)=O)S(=O)(=O)C1=CC=CC=C1 3-Benzenesulfonyl-1-(3-{3-[(1H-imidazole-2-carbonyl)-amino]-propyl}-cyclobutanecarbonyl)-2-oxo-imidazolidine-4-carboxylic acid methyl ester